FC1=NC(=CC=C1C=1CCN(CC1)C(=O)OC(C)(C)C)C(=O)OC tert-butyl 6-methyl 2-fluoro-3',6'-dihydro-2'h-[3,4'-bipyridine]-1',6-dicarboxylate